ClC1=CC=C(C=C1)C=1NC2=C(C=C(C=C2C1)NC(C#CC)=O)C=1N=CN(C1)C N-(2-(4-chlorophenyl)-7-(1-methyl-1H-imidazol-4-yl)-1H-indol-5-yl)but-2-ynamide